1-bromo-2-(bromomethyl)-3-nitroso-benzene BrC1=C(C(=CC=C1)N=O)CBr